(6-bromo-3-pyridyl)-(2,2,3,3,5,5,6,6-octadeuteriopiperazin-1-yl)methanone BrC1=CC=C(C=N1)C(=O)N1C(C(NC(C1([2H])[2H])([2H])[2H])([2H])[2H])([2H])[2H]